2-(allyloxy)-2-phenyl-propiophenone C(C=C)OC(C(=O)C1=CC=CC=C1)(C)C1=CC=CC=C1